4-isopropylidenepiperidine C(C)(C)=C1CCNCC1